1H-pyrazol-4-yl(phenoxy)-1,3,4-thiadiazol N1N=CC(=C1)C1=NN=C(S1)OC1=CC=CC=C1